FC1=C(C=C(C(=C1O)O)OC)C1=NC2=C(N1C1(COC1)C)C=CC(=C2)N2C(N(CC2)C)=O 1-(2-(2-fluoro-3,4-dihydroxy-5-methoxyphenyl)-1-(3-methyloxetan-3-yl)-1H-benzo[d]imidazol-5-yl)-3-methylimidazolidin-2-one